ClC1=CC=C(OC2CCN(CC2)C(=O)C=2C=NN3C2C(N(C=C3C)CC(F)(F)F)=O)C=C1 3-[4-(4-chlorophenoxy)piperidine-1-carbonyl]-7-methyl-5-(2,2,2-trifluoroethyl)pyrazolo[1,5-a]pyrazin-4(5H)-one